4-(3-(6-methoxypyridin-2-yl)pyrazolo[1,5-a]pyrimidin-5-yl)piperazine-1-carboxylic acid isopropyl ester C(C)(C)OC(=O)N1CCN(CC1)C1=NC=2N(C=C1)N=CC2C2=NC(=CC=C2)OC